BrC1=NC=CC(=C1F)NC(=O)N1CC=2C(=NN3C2C(CC[C@@H](C3)O)(F)F)C[C@H]1C (3R,8S)-N-(2-Bromo-3-fluoropyridin-4-yl)-11,11-difluoro-8-hydroxy-3-methyl-3,4,8,9,10,11-hexahydro-1H-pyrido[4',3':3,4]pyrazolo[1,5-a]azepine-2(7H)-carboxamide